(S,Z)-5-(dimethylamino)-3-((3-(2-(2-(methylamino)-propanamido)ethyl)phenyl)amino)-6-ethylpyrazine-2-carboxamide CN(C=1N=C(C(=NC1CC)C(=O)N)NC1=CC(=CC=C1)CCNC([C@H](C)NC)=O)C